C1(=CC=CC=C1)C=1C=CC2=C(C=CN2)C1 5-phenylbenzoAzole